ClC1=C(C(=O)N2CC=3N(C4=CC=CC=C4C3CC2)CC2=CC=C(C(=O)NO)C=C2)C=CC=C1 4-[2-(2-chlorobenzoyl)-2,3,4,9-tetrahydro-1H-β-carbolin-9-ylmethyl]-N-hydroxybenzoamide